FC(=C1CCN(CC1)C1=NC(=CC(=C1)N)C)F 2-(4-(Difluoromethylene)piperidin-1-yl)-6-methylpyridin-4-amine